tert-Butyl (3R,4R)-3-fluoro-4-((3-nitropyridin-2-yl)amino)pyrrolidine-1-carboxylate F[C@@H]1CN(C[C@H]1NC1=NC=CC=C1[N+](=O)[O-])C(=O)OC(C)(C)C